C(C1=CC=CC=C1)ONC(=O)C1=CC=C(C=C1)N(C(=O)[C@@H]1N(CC1)S(=O)(=O)C1=C(C(=C(C(=C1F)F)F)F)F)CC1=CC=C(C=C1)C1CCOCC1 (R)-N-(4-((benzyloxy)carbamoyl)phenyl)-1-((perfluorophenyl)sulfonyl)-N-(4-(tetrahydro-2H-pyran-4-yl)benzyl)azetidine-2-carboxamide